4-oxobutanoic acid 2,5-dioxopyrrolidin-1-yl ester O=C1N(C(CC1)=O)OC(CCC=O)=O